ClC=1C=CC=C2[C@H](CCOC12)NC(=O)NC=1SC=C(N1)C1=CC=C(C=C1)C1NCCC1 1-[(4S)-8-chlorochroman-4-yl]-3-[4-(4-pyrrolidin-2-ylphenyl)thiazol-2-yl]urea